5-(2-Aminopropoxy)-2-methyl-N-(1-(3-(5-methylthiophen-2-yl)naphthalen-1-yl)cyclopropyl)benzamide NC(COC=1C=CC(=C(C(=O)NC2(CC2)C2=CC(=CC3=CC=CC=C23)C=2SC(=CC2)C)C1)C)C